2-oxo-N,2-diphenylacetamide C1=CC=C(C=C1)C(=O)C(=O)NC2=CC=CC=C2